N-[3-(5-cyclopropyl-1H-pyrrolo[2,3-b]pyridine-3-carbonyl)-2-fluoro-phenyl]pyrrolidine C1(CC1)C=1C=C2C(=NC1)NC=C2C(=O)C=2C(=C(C=CC2)N2CCCC2)F